ClC1=CC=C(C=C1)N(C(OC(C)(C)C)=O)C1=NC(=NC(=C1)C#N)N1CCOCC1 Tert-butyl (4-chlorophenyl)(6-cyano-2-morpholinopyrimidin-4-yl)carbamate